O=C1NC(=CC=C1C(=O)NC1CCSC2=CC=CC=C12)C(F)(F)F 2-oxo-N-(thiochroman-4-yl)-6-(trifluoromethyl)-1,2-dihydropyridine-3-carboxamide